6-(4,6-Dichloro-5-hydroxypyridin-2-yl)-N2,N4-bis((R)-1,1,1-trifluoropropan-2-yl)-1,3,5-triazine-2,4-diamine ClC1=CC(=NC(=C1O)Cl)C1=NC(=NC(=N1)N[C@@H](C(F)(F)F)C)N[C@@H](C(F)(F)F)C